(3-{[6-(5-chloro-2-fluorophenyl)-4-{[2-(methoxycarbonyl)-1H-pyrrolo[2,3-b]pyridin-4-yl]amino}pyridazin-3-yl]oxy}propyl)trimethylammonium chloride [Cl-].ClC=1C=CC(=C(C1)C1=CC(=C(N=N1)OCCC[N+](C)(C)C)NC1=C2C(=NC=C1)NC(=C2)C(=O)OC)F